(3,4-Dichlorophenyl)[5-hydroxy-5-(hydroxymethyl)-5,6,9,10-tetrahydro-4H-[1,2]oxazolo-[3,4-c]pyrido[4',3':3,4]pyrazolo[1,5-a]azepin-11(12H)-yl]methanone ClC=1C=C(C=CC1Cl)C(=O)N1CC=2C(=NN3C2C=2C(CC(C3)(CO)O)=CON2)CC1